N-methyl-2-((3-((E)-2-(2-pyridinyl)vinyl)-1-(N-tert-butoxycarbonyl-L-histidyl)-1H-indazol-6-yl)thio)benzamide CNC(C1=C(C=CC=C1)SC1=CC=C2C(=NN(C2=C1)C([C@@H](NC(=O)OC(C)(C)C)CC1=CNC=N1)=O)\C=C\C1=NC=CC=C1)=O